C(C)OC([C@@](CC1=CC=C(C=C1)NC1=NC=CC2=CC=CC=C12)(CC)NC(=O)OC(C)(C)C)=O (S)-2-ethyl-((tert-butoxycarbonyl)amino)-3-(4-(isoquinolin-1-ylamino)phenyl)propionic acid ethyl ester